COC1CC(C1)N1N=C(C(=C1)N1C(=CC=CC1)C=1C=NC=C(C1)C)C1=NC=CC=C1 N-(1-(3-Methoxycyclobutyl)-3-(pyridin-2-yl)-1H-pyrazol-4-yl)-5'-methyl-[2,3'-bipyridin]